CN(C[C@H](C)OC1=C(C(=O)NC2=C(C=C(C=C2)F)C)C=C(C(=C1)N1N=C2N(CCCC2)C1=O)F)C 2-{[(2S)-1-(dimethylamino)propan-2-yl]oxy}-5-fluoro-N-(4-fluoro-2-methylphenyl)-4-(3-oxo-5,6,7,8-tetrahydro[1,2,4]triazolo[4,3-a]pyridin-2(3H)-yl)benzamide